4-cyanophenol C(#N)C1=CC=C(C=C1)O